(1S,3R)-3-acetamido-N-(8-(isopropylamino)-6-methoxypyrido[3,4-d]pyrimidin-2-yl)cyclohexane-1-carboxamide C(C)(=O)N[C@H]1C[C@H](CCC1)C(=O)NC=1N=CC2=C(N1)C(=NC(=C2)OC)NC(C)C